(4aR,8aS)-6-(3-(4-(Trifluoromethyl)phenyl)azetidin-1-carbonyl)hexahydro-2H-pyrido[4,3-b][1,4]oxazin-3(4H)-on FC(C1=CC=C(C=C1)C1CN(C1)C(=O)N1C[C@@H]2[C@@H](OCC(N2)=O)CC1)(F)F